ClC=1C=C(C=NC1N1C[C@](CC1)(OC)CN(C)C)S(=O)(=O)N(CC1=CC=C(C=C1)OC)C1=NC(=CC=C1)F (R)-5-chloro-6-(3-((dimethylamino)methyl)-3-methoxypyrrolidin-1-yl)-N-(6-fluoropyridin-2-yl)-N-(4-methoxybenzyl)pyridine-3-sulfonamide